NC1=NC=CC=C1C1=NC=2C(=NC(=CC2)C2=CC=CC=C2)N1C1=CC=C(CN(C2CCC(CC2)C(=O)OC)C)C=C1 methyl (1r,4r)-4-((4-(2-(2-aminopyridin-3-yl)-5-phenyl-3H-imidazo[4,5-b]pyridin-3-yl)benzyl)(methyl)amino)cyclohexane-1-carboxylate